3a-methyl-1,3,4,6-tetrakis(2-sulfanylethyl)-6aH-imidazo[4,5-d]imidazole-2,5-dione CC12C(N(C(N1CCS)=O)CCS)N(C(N2CCS)=O)CCS